ClC=1C=C(C(=CC1)F)OB(O)O 3-chloro-6-fluorophenyl-boric acid